[N+](=O)([O-])C=1C=CC=C2C(=CN(C12)S(=O)(=O)C1=CC=CC=C1)C=1CCN(CC1)C(=O)OC(C)(C)C tert-butyl 4-(7-nitro-1-(benzenesulfonyl)-1H-indol-3-yl)-3,6-dihydropyridine-1(2H)-carboxylate